tetra(octan-3-yl) 9,9',9'',9'''-((((5-((2-(1-methylpiperidin-4-yl)ethyl)carbamoyl)isophthaloyl)bis(azanediyl))bis(propane-3,1-diyl))bis(azanetriyl))tetranonanoate CN1CCC(CC1)CCNC(=O)C=1C=C(C=C(C(=O)NCCCN(CCCCCCCCC(=O)OC(CC)CCCCC)CCCCCCCCC(=O)OC(CC)CCCCC)C1)C(=O)NCCCN(CCCCCCCCC(=O)OC(CC)CCCCC)CCCCCCCCC(=O)OC(CC)CCCCC